ClC1=CC(=CC=2CNCCOC21)N2N=CC1=CC(=CC=C21)F 9-chloro-7-(5-fluoroindazol-1-yl)-2,3,4,5-tetrahydro-1,4-benzoxazepine